OC1=C(C(=CC(=C1)O)O)C(CCCCCCC)=O 1-(2,4,6-Trihydroxyphenyl)octan-1-one